CC(C(=O)OCOP(=O)(OCOC(C(C)(C)C)=O)C(C1=CC=C(C=C1)/C(=C/C(=O)OC1=CC=C(C=C1)[N+](=O)[O-])/C)(F)F)(C)C 4-nitrophenyl (2E)-3-[4-[(bis[[(2,2-dimethylpropanoyl)oxy]methoxy]phosphoryl) difluoromethyl]phenyl]but-2-enoate